4-Fluoro-N3-(6-(4-isopropyl-4H-1,2,4-triazol-3-yl)pyridin-2-yl)-N1-(pyrazin-2-yl)isophthalamide FC1=C(C=C(C(=O)NC2=NC=CN=C2)C=C1)C(=O)NC1=NC(=CC=C1)C1=NN=CN1C(C)C